3-(N-ethyl-N-methylaminoethyl)-pyrrolo[2,3-c]pyridine C(C)N(C)CCC1=CNC2=CN=CC=C21